C1(CC1)C1=NC2=CC=C(C=C2C(=N1)N1CC2=CC=CC(=C2C1)OC)N(CCO)C 2-{[2-cyclopropyl-4-(4-methoxy-1,3-dihydro-isoindol-2-yl)-quinazolin-6-yl]-methyl-amino}-ethanol